4,4-difluorocyclohexane-1-carboxamide FC1(CCC(CC1)C(=O)N)F